4-chloro-2-methyl-6-((tetrahydrofuran-3-yl)oxy)furo[2,3-h]quinazoline ClC1=NC(=NC2=C3C(=C(C=C12)OC1COCC1)OC=C3)C